Cl.COC1(CCNCC1)C(=O)O 4-methoxypiperidine-4-carboxylic acid hydrochloride